{(1R)-6-[4-(cyclopropylmethoxy)-2-methylphenyl]-1,2,3,4-tetrahydroisoquinolyl[methyl]amino}pyridine-4-carboxylic acid C1(CC1)COC1=CC(=C(C=C1)C=1C=C2CCN[C@@H](C2=CC1)N(C)C1=NC=CC(=C1)C(=O)O)C